CN(C)CCCCCCC N,N-Dimethyl-n-heptylamine